DL-2-AMINOBUTYRIC ACID N[C@@H](C(=O)O)CC |r|